IC1=NN(C2=NC=NC(=C21)N)C2CCN(CC2)C 3-iodo-1-(1-methylpiperidin-4-yl)-1H-pyrazolo[3,4-d]pyrimidin-4-amine